4,4'-Methylen-bis(phenylamin) C(C1=CC=C(C=C1)N)C1=CC=C(C=C1)N